iodine dimethylformamide CN(C=O)C.[I]